C1(CC1)CC1=C(C=NN1C)C1=NC(=NC=C1F)NC1CCC(CC1)NCC(=O)NCCCCNC(OC(C)(C)C)=O tert-butyl (4-(2-(((r,4r)-4-((4-(5-(cyclopropylmethyl)-1-methyl-1H-pyrazol-4-yl)-5-fluoropyrimidin-2-yl)amino)cyclohexyl)amino)acetamido)butyl)carbamate